FC(OC1=C(C=CC(=C1C)F)[C@H]1[C@H](O[C@]([C@@H]1C)(C(F)(F)F)C)C(=O)NC1=CC(=NC=C1)C(=O)N)F 4-((2S,3S,4R,5R)-3-(2-(difluoromethoxy)-4-fluoro-3-methylphenyl)-4,5-dimethyl-5-(trifluoromethyl)tetrahydrofuran-2-carboxamido)picolinamide